4-((5-(Hydroxymethyl)-4-(4-(piperidin-1-ylsulfonyl)phenyl)thiazol-2-yl)amino)benzenesulfonamide OCC1=C(N=C(S1)NC1=CC=C(C=C1)S(=O)(=O)N)C1=CC=C(C=C1)S(=O)(=O)N1CCCCC1